C(C)(C)(C)C1N(CCCC1)C1C(CC(C1)C1=CC=CC=C1)O tert-butyl-(3R)-1-(2-hydroxy-4-phenylcyclopentyl)piperidin